Tert-Butyl (2R)-3-[[(2R)-3-tert-butoxy-2-(tert-butoxycarbonylamino)-3-oxo-propyl]disulfanyl]-2-(tertbutoxycarbonylamino)propanoate C(C)(C)(C)OC([C@H](CSSC[C@@H](C(=O)OC(C)(C)C)NC(=O)OC(C)(C)C)NC(=O)OC(C)(C)C)=O